3-(4-(1-(4-Fluoro-3-hydroxyphenyl)-1H-indazol-5-yl)phenoxy)propanoic acid FC1=C(C=C(C=C1)N1N=CC2=CC(=CC=C12)C1=CC=C(OCCC(=O)O)C=C1)O